di-(2-butyl)phenyl phosphate P(=O)(OC1=C(C(=CC=C1)C(C)CC)C(C)CC)([O-])[O-]